N-((1S)-1-(5-((5-Chloro-4-(trifluoromethyl)-2,3-dihydro-1H-inden-2-yl)amino)pyridin-2-yl)-2,2,2-trifluoroethyl)-N-methyltetrahydro-2H-thiopyran-4-carboxamide 1,1-dioxide ClC=1C(=C2CC(CC2=CC1)NC=1C=CC(=NC1)[C@@H](C(F)(F)F)N(C(=O)C1CCS(CC1)(=O)=O)C)C(F)(F)F